4-(tert-butyl) 2-ethyl 6-(prop-1-en-2-yl)-4H-thieno[3,2-b]pyrrole-2,4-dicarboxylate C=C(C)C=1C2=C(N(C1)C(=O)OC(C)(C)C)C=C(S2)C(=O)OCC